N1=CNC2=C1C=CC(=C2)C(=O)[O-] benzo[d]imidazole-5-carboxylate